8-(4-(4-Bromobutoxy)-3-methoxyphenyl)-2,2-diphenyl-6H-[1,3]dioxolo[4,5-h]chromen-6-one BrCCCCOC1=C(C=C(C=C1)C=1OC=2C3=C(C=CC2C(C1)=O)OC(O3)(C3=CC=CC=C3)C3=CC=CC=C3)OC